(3S,4R)-3-fluoro-1-[4-({8-[3-(methanesulfonylmeth-yl)azetidin-1-yl]-5-(propan-2-yl)-2,7-naphthyridin-3-yl}amino)pyrimidin-2-yl]-3-methylpiperidin-4-ol F[C@]1(CN(CC[C@H]1O)C1=NC=CC(=N1)NC=1N=CC2=C(N=CC(=C2C1)C(C)C)N1CC(C1)CS(=O)(=O)C)C